CN(C=1C=C2C=CN=C(C2=CC1)NC(OC(C)(C)C)=O)CC1=CC=C(C=C1)COC1CCN(CC1)C Tert-butyl (6-(methyl(4-(((1-methylpiperidin-4-yl)oxy)methyl)benzyl)amino)isoquinolin-1-yl)carbamate